methyl (S,E)-2-chloro-1-methyl-6-oxo-4-(6,8,8,9,9-pentamethyl-4,7-dioxa-3-aza-8-siladec-2-en-1-yl)-1,6-dihydropyridine-3-carboxylate ClC=1N(C(C=C(C1C(=O)OC)C\C=N\OC[C@@H](O[Si](C(C)(C)C)(C)C)C)=O)C